tetradodecyl 3,3',3'',3'''-((((6-((2-hydroxyethyl)amino)-1,3,5-triazine-2,4-diyl)bis(azanediyl))bis(propane-3,1-diyl))bis(azanetriyl))tetrapropionate OCCNC1=NC(=NC(=N1)NCCCN(CCC(=O)OCCCCCCCCCCCC)CCC(=O)OCCCCCCCCCCCC)NCCCN(CCC(=O)OCCCCCCCCCCCC)CCC(=O)OCCCCCCCCCCCC